2-chloro-9,10-bis(methoxycarbonyleicosyleneoxy)anthracene ClC1=CC2=C(C3=CC=CC=C3C(=C2C=C1)OCCCCCCCCCCCCCCCCCCCCC(=O)OC)OCCCCCCCCCCCCCCCCCCCCC(=O)OC